4-(2-Azidopropan-2-yl)-6-chloro-1-(3-(methylthio)propoxy)-2,7-naphthyridine N(=[N+]=[N-])C(C)(C)C1=CN=C(C2=CN=C(C=C12)Cl)OCCCSC